3-fluoro-5-(4-methyl-2-(trifluoromethyl)pyridin-3-yl)benzoic acid FC=1C=C(C(=O)O)C=C(C1)C=1C(=NC=CC1C)C(F)(F)F